C(#N)C1=CC(=C(C=C1)C1=C2C(=C(N=N1)N[C@H]1CNCCC1)N=CC=C2)O (R)-3-((5-(4-cyano-2-hydroxyphenyl)pyrido[2,3-d]pyridazin-8-yl)amino)piperidine